FC(C1=C(C=C(C=N1)C1=NC(N(C2=C(C(=CC=C12)F)F)C)(C)C)C)F 4-(6-(difluoromethyl)-5-methylpyridin-3-yl)-7,8-difluoro-1,2,2-trimethyl-1,2-dihydroquinazoline